CC=1C(=C(C=2CC3=CC=CC=C3C2C1)C1=C(C2=C([Se]C3=C2C=CC=C3)C=C1)C1=C(C(=C(C=C1)C1=CC=CC=C1)C1=CC=CC=C1)C1=NN=NC=C1)C (dimethylfluorenyl)[di(phenyl)triazinylphenyl]dibenzoselenophene